3-(7-amino-2-(pyridin-2-ylmethyl)-4-(pyrimidin-4-yl)-2H-pyrazolo[3,4-c]pyridin-5-yl)benzonitrile NC1=NC(=C(C=2C1=NN(C2)CC2=NC=CC=C2)C2=NC=NC=C2)C=2C=C(C#N)C=CC2